4-fluoropyridineamide FC1=CC(=NC=C1)C(=O)N